BrC=1C=C(C(=C(C1)F)Cl)C 5-bromo-2-chloro-1-fluoro-3-methylbenzene